2-[(7-amino-1-oxo-4-{pyrazolo[1,5-a]pyridin-5-yl}-2,3-dihydro-1H-isoindol-2-yl)methyl]prop-2-enenitrile NC=1C=CC(=C2CN(C(C12)=O)CC(C#N)=C)C1=CC=2N(C=C1)N=CC2